7-(8-methyl-2,3-dihydro-1H-pyrido[2,3-b][1,4]oxazin-7-yl)-N-{4-[(methylsulfonyl)methyl]phenyl}quinazolin-2-amine CC1=C(C=NC=2OCCNC21)C2=CC=C1C=NC(=NC1=C2)NC2=CC=C(C=C2)CS(=O)(=O)C